Cl.Cl.FC1=C(C=CC(=C1)C1NCCC1)C=1N=C2SC3=C(N2C1)C=CC(=C3)C(=O)NCCCN3CCC(CC3)F 2-(2-fluoro-4-(pyrrolidin-2-yl)phenyl)-N-(3-(4-fluoropiperidin-1-yl)propyl)benzo[d]imidazo[2,1-b]thiazole-7-carboxamide dihydrochloride